4-(2-Chloro-4-fluorophenyl)-5-[4-[(3S)-1-(3-fluoropropyl)pyrrolidin-3-yl]oxyphenyl]-1,1-dioxo-2,3-dihydro-1λ6-benzothiepin-8-ol ClC1=C(C=CC(=C1)F)C=1CCS(C2=C(C1C1=CC=C(C=C1)O[C@@H]1CN(CC1)CCCF)C=CC(=C2)O)(=O)=O